2-[6-[6-chloro-2-(2-methyl-5-phenylpyrazol-3-yl)oxypyridin-3-yl]pyridin-3-yl]ethanamine ClC1=CC=C(C(=N1)OC=1N(N=C(C1)C1=CC=CC=C1)C)C1=CC=C(C=N1)CCN